O=C1C=CC(=CN1)C=O 6-oxo-1,6-dihydropyridine-3-carbaldehyde